OC(COC=1C(=O)O[C@@H](C1OCCCCCCCCCC)[C@@H](O)CO)(C)C O-(2-hydroxyisobutyl)-3-O-decyl-ascorbic acid